2-(4-chlorophenoxy)-N-[1-[5-[3-cis-(trifluoromethoxy)cyclobutyl]-1,3,4-oxadiazol-2-yl]-3-bicyclo[1.1.1]pentanyl]acetamide ClC1=CC=C(OCC(=O)NC23CC(C2)(C3)C=3OC(=NN3)C3(CCC3)OC(F)(F)F)C=C1